5-chloro-2-(piperidin-4-yl)pyrimidine p-toluenesulfonate CC1=CC=C(C=C1)S(=O)(=O)O.ClC=1C=NC(=NC1)C1CCNCC1